O=C1NC(CCC1C1=NN(C2=CC(=C(C=C12)F)N1CCNCC1)C)=O 4-[3-(2,6-dioxo-3-piperidyl)-5-fluoro-1-methyl-indazol-6-yl]piperazin